4-amino-7-fluoro-N,1-dimethyl-N-((1S)-1-(4-(pentafluoroethyl)phenyl)ethyl)-1H-pyrazolo[4,3-c]quinoline-8-carboxamide NC1=NC=2C=C(C(=CC2C2=C1C=NN2C)C(=O)N([C@@H](C)C2=CC=C(C=C2)C(C(F)(F)F)(F)F)C)F